3,5-bis(acryloylamino)benzoic acid C(C=C)(=O)NC=1C=C(C(=O)O)C=C(C1)NC(C=C)=O